N1(N=NC=C1)C(=O)[O-] 1-Triazolate